N1(CCCCC1)CCC(=O)O 1-Piperidin-Propionic Acid